trans-2-methyl-3-phenylaziridine C[C@@H]1N[C@H]1C1=CC=CC=C1